C(#N)/C(/C(=O)NC(CCC)C1=CC=C(C=C1)O)=C\C=1SC=CN1 (2E)-2-cyano-N-[1-(4-hydroxyphenyl)butyl]-3-(1,3-thiazol-2-yl)prop-2-enamide